5-fluoro-N-(4-fluorophenyl)-3-methoxy-2-(2-tetrahydropyran-4-ylethynyl)aniline FC=1C=C(C(=C(NC2=CC=C(C=C2)F)C1)C#CC1CCOCC1)OC